C1N(CC2=CC=CC=C12)[C@H](C(=O)O)C1=CC=CC=C1 (S)-2-(isoindolin-2-yl)-2-phenylacetic acid